2-ethylthio-8-(1-hydroxyethyl)chromen-4-one C(C)SC=1OC2=C(C=CC=C2C(C1)=O)C(C)O